butene-amine phosphorus [P].C(=CCC)N